ClC1=NC=C(C(=N1)NCC1CCN(CC1)C=1N(C=C(N1)C(F)(F)F)C)OC(C)C 2-chloro-5-isopropoxy-N-((1-(1-methyl-4-(trifluoromethyl)-1H-imidazol-2-yl)piperidin-4-yl)methyl)pyrimidin-4-amine